FC1=CC=C(C=C1)C=1N=C(N(C1)CC(=O)N1CCN(CC1)C(=O)OC(C)(C)C)C(C)C tert-butyl 4-[2-[4-(4-fluorophenyl)-2-isopropyl-imidazol-1-yl]acetyl]piperazine-1-carboxylate